FC=1C=C2C(NN=C(C2=CC1F)[C@H](C)N(C(=O)NC1=CC(=C(C=C1)F)F)C)=O (S)-1-(1-(6,7-difluoro-4-oxo-3,4-dihydrophthalazin-1-yl)ethyl)-3-(3,4-difluorophenyl)-1-methylurea